C(C)(=O)N1CCN(CC1)C1=C(C=C(C(=C1)OC)NC1=NC=NC(=C1)N1OCC[C@@H]1CC1=CC=CC=C1)C(C(=O)N)=C (2-(4-acetylpiperazin-1-yl)-5-((6-((S)-3-benzylisoxazolidin-2-yl)pyrimidin-4-yl)amino)-4-methoxyphenyl)acrylamide